2-ethyl formate sulfate S(=O)(=O)(O)O.C(=O)OCC